Decyl β-glucopyranoside O([C@H]1[C@H](O)[C@@H](O)[C@H](O)[C@H](O1)CO)CCCCCCCCCC